ClC=1C=C(C=CC1N1CCNCC1)NC=1N=CC2=C(N1)N(C(C(=C2)C#N)=O)C2CCCC2 2-((3-chloro-4-(piperazin-1-yl)phenyl)amino)-8-cyclopentyl-7-oxo-7,8-dihydropyrido[2,3-d]pyrimidine-6-carbonitrile